ClC1=CC=C(C=C1)NNC(CCC(=C1C(NCC1=O)=O)NC1=CC(=CC=C1)Cl)=O N'-(4-chlorophenyl)-4-((3-chlorophenyl)amino)-4-(2,4-dioxopyrrolidin-3-ylidene)butyrylhydrazine